(R)-N-(1-(4-(cyclopropanesulphonylamino)pyridin-2-yl)-2-ethoxyethyl)-5-(6-ethoxypyrazin-2-yl)thiazole-2-carboxamide C1(CC1)S(=O)(=O)NC1=CC(=NC=C1)[C@H](COCC)NC(=O)C=1SC(=CN1)C1=NC(=CN=C1)OCC